5-((2-(4-(tert-butoxycarbonyl)piperazin-1-yl)ethyl)amino)pyrazine-2-carboxylic acid C(C)(C)(C)OC(=O)N1CCN(CC1)CCNC=1N=CC(=NC1)C(=O)O